6-((3-Acetylphenyl)amino)-1-cyclopentyl-3-methyl-1,3-dihydro-2H-imidazo[4,5-c]pyridin-2-one C(C)(=O)C=1C=C(C=CC1)NC1=CC2=C(C=N1)N(C(N2C2CCCC2)=O)C